6-bromo-5,12-diphenylindolo[3,2-c]carbazole BrC1=CC2=C(C=3C4=CC=CC=C4N(C13)C1=CC=CC=C1)N(C1=CC=CC=C12)C1=CC=CC=C1